C(C)(C)(C)OC(C1=C(N=CC=C1)NNC(=O)[C@@H]1CC[C@H](CC1)C(F)(F)F)=O 2-((trans-4-(trifluoromethyl)cyclohexanecarbonyl)hydrazino)nicotinic acid tert-butyl ester